N(=[N+]=[N-])[C@H]1[C@@H]([C@@H](C[C@@H]1C)NC(OC(C)(C)C)=O)NC(OCC)=O tert-butyl ethyl [(1R,2R,3R,4S)-3-azido-4-methylcyclopentane-1,2-diyl]biscarbamate